(E)-6-(4-phenylcyclohexyl)-5-(3-trifluoromethylbenzyl)-1H-pyrimidine C1(=CC=CC=C1)C1CCC(CC1)C1=C(C=NCN1)CC1=CC(=CC=C1)C(F)(F)F